Magnesium gluconat O=C([C@H](O)[C@@H](O)[C@H](O)[C@H](O)CO)[O-].[Mg+2].O=C([C@H](O)[C@@H](O)[C@H](O)[C@H](O)CO)[O-]